2-[6-amino-5-[8-[2-[3-(1-oxa-7-azaspiro[4.4]nonan-7-yl)prop-1-ynyl]-4-pyridyl]-3,8-diazabicyclo[3.2.1]octan-3-yl]pyridazin-3-yl]phenol NC1=C(C=C(N=N1)C1=C(C=CC=C1)O)N1CC2CCC(C1)N2C2=CC(=NC=C2)C#CCN2CC1(CCCO1)CC2